N-(2,2-difluoroethyl)-6,7-difluoro-N-(3-fluoro-2-(4,4,4-trifluoro-3,3-dimethylbut-1-yn-1-yl)pyridin-4-yl)-1-methyl-[1,2,4]triazolo[4,3-a]quinazolin-5-amine FC(CN(C1=NC=2N(C3=CC=C(C(=C13)F)F)C(=NN2)C)C2=C(C(=NC=C2)C#CC(C(F)(F)F)(C)C)F)F